P(=O)(OCCCNCCNCCCl)(O)O 3-[2-(2-Chloroethyl-amino)ethylamino]propyl dihydrogen phosphate